Perfluorooctyl Iodide FC(C(C(C(C(C(C(C(F)(F)F)(F)F)(F)F)(F)F)(F)F)(F)F)(F)F)(F)I